ClC1=C(C=C(C=C1)[C@H]1[C@@H](C1)NC(C1=CC(=CC=C1)NC=1N=NC(=CC1)C1=CC=CC=C1)=O)F N-((1R,2S)-2-(4-chloro-3-fluorophenyl)cyclopropyl)-3-((6-phenylpyridazin-3-yl)amino)benzamide